1,3-diethylimidazolium methylsulfate COS(=O)(=O)[O-].C(C)N1C=[N+](C=C1)CC